Methyl 5-(3,4-difluoro-2-methoxy-phenoxy)-3-methyl-2-(trifluoromethyl)pyridine-4-carboxylate FC=1C(=C(OC=2C(=C(C(=NC2)C(F)(F)F)C)C(=O)OC)C=CC1F)OC